2-(2-chlorophenyl)-(4-(((4,5-dichloro-1-methyl-1H-pyrazol-3-yl)oxy)methyl)-3-sulfamoylphenyl)acetamide ClC1=C(C=CC=C1)C(C(=O)N)C1=CC(=C(C=C1)COC1=NN(C(=C1Cl)Cl)C)S(N)(=O)=O